oxadiazinan O1NNCCC1